3,6-dioxaoctanedi-carboxylic acid C(COCCOCC)(C(=O)O)C(=O)O